2'-(5-tert-Butyl-1H-imidazol-2-yl)-5-methoxy-3,4'-bipyridine trifluoroacetate salt FC(C(=O)O)(F)F.C(C)(C)(C)C1=CN=C(N1)C1=NC=CC(=C1)C=1C=NC=C(C1)OC